3-(3,5-di-tert-butyl-4-hydroxy-phenyl)-propionate C(C)(C)(C)C=1C=C(C=C(C1O)C(C)(C)C)CCC(=O)[O-]